C(C)(C)N1N=C(C=C1C1[C@H]2CC(C[C@@H]12)N1[C@@H](COCC1)C)C=1C=NC(=NC1)C(F)(F)F (R)-4-((1R,3R,5S,6R)-6-(1-isopropyl-3-(2-(trifluoromethyl)pyrimidin-5-yl)-1H-pyrazol-5-yl)bicyclo[3.1.0]hexane-3-yl)-3-methylmorpholine